tert-butyl (3R)-3-[(2,5,7-trimethyl-[1,2,4]triazolo[1,5-a]pyrimidin-6-yl)oxy]pyrrolidine-1-carboxylate CC1=NN2C(N=C(C(=C2C)O[C@H]2CN(CC2)C(=O)OC(C)(C)C)C)=N1